4-bromo-1-(2,2,2-trifluoroethyl)-2-(trifluoromesyloxy)indole BrC1=C2C=C(N(C2=CC=C1)CC(F)(F)F)OS(=O)(=O)C(F)(F)F